CC(C#N)(C)N1N=CC2=C(C=CC=C12)[N+](=O)[O-] 2-methyl-2-(4-nitro-1H-indazol-1-yl)propanenitrile